FC(C=1C=C(CN2C=C(C=3C2=NC=CC3)/C=C(/C(=O)OCOC(C(C)(C)C)=O)\C#N)C=C(C1)C(F)(F)F)(F)F (Pivaloyloxy)methyl (E)-3-(1-(3,5-bis(trifluoromethyl)benzyl)-1H-pyrrolo[2,3-b]pyridin-3-yl)-2-cyanoacrylate